C(C)(C)(C)N(C(C(F)(F)F)=O)C1=CC=CC=C1 N-tert-butyl-N-phenyl-trifluoroacetamide